N-(3-Chloro-4-(trifluoromethyl)phenyl)-9-(hydroxyimino)-2-oxo-3,5,6,7,8,9-hexahydro-2H-5,8-epiminocyclohepta[d]pyrimidine-10-carboxamide ClC=1C=C(C=CC1C(F)(F)F)NC(=O)N1C2CCC1C(C1=NC(NC=C12)=O)=NO